((1s,4s)-4-((5-(1-(2,2-difluoroethyl)-2-methyl-1H-imidazo[4,5-b]pyridin-6-yl)-7H-pyrrolo[2,3-d]pyrimidin-2-yl)amino)cyclohexyl)(pyrrolidin-1-yl)methanone FC(CN1C(=NC2=NC=C(C=C21)C2=CNC=1N=C(N=CC12)NC1CCC(CC1)C(=O)N1CCCC1)C)F